3-(trichlorostannyl)-N-vinylpropan-1-amine Cl[Sn](CCCNC=C)(Cl)Cl